ClC=1C=C(C=NC1O)N1N=CN(C1=O)CC1=C(C=CC=C1F)F 2-(5-chloro-6-hydroxy-3-pyridinyl)-4-[(2,6-difluorophenyl)methyl]-1,2,4-triazol-3-one